(1E,6E)-4,4-dimethyl-3,5-dioxepin CC1(O/C=C/C=C/O1)C